C(C)(C)C1=CC=C(C=C1)CC=O p-isopropyl-phenylacetaldehyde